O1[C@H](COCC1)CN1N=C2C3=C(CC4(C2=C1)CC4)OC(=C3C)C(=O)NC[C@H]3OC4(COC4)CC3 2'-{[(2S)-1,4-dioxan-2-yl]methyl}-N-{[(6S)-2,5-dioxaspiro[3.4]oct-6-yl]methyl}-8'-methyl-2',5'-dihydrospiro[cyclopropane-1,4'-furo[2,3-g]indazole]-7'-carboxamide